C(#N)[C@H](CC1=CC=C(C=C1)C=1C=CC2=C(N(C(O2)=O)C)C1)NC(=O)C1OC2CCNC1C2 N-((S)-1-cyano-2-(4-(3-methyl-2-oxo-2,3-dihydrobenzo[d]oxazol-5-yl)phenyl)ethyl)-6-oxa-2-azabicyclo[3.2.1]octane-7-carboxamide